4-nitrophenyl ((1S,2S)-2-(pyridin-2-yldisulfaneyl) cyclohexyl) carbonate C(OC1=CC=C(C=C1)[N+](=O)[O-])(O[C@@H]1[C@H](CCCC1)SSC1=NC=CC=C1)=O